P(=O)(OC1=CC=C(C=C1)N)([O-])O.[Na+] Monosodium p-aminophenyl phosphate